C1(CC1)C=1C(=NC2=CC=CC=C2N1)C=1C=NN(C1)CCCCCCNC=1C=C2C(N(C(C2=CC1)=O)C1C(NC(CC1)=O)=O)=O 5-((6-(4-(3-Cyclopropylquinoxalin-2-yl)-1H-pyrazol-1-yl)hexyl)amino)-2-(2,6-dioxopiperidin-3-yl)isoindoline-1,3-dione